3,4-dichloro-N-(2-(4-(3-(trifluoromethyl)phenyl)piperazin-1-yl)ethyl)benzamide ClC=1C=C(C(=O)NCCN2CCN(CC2)C2=CC(=CC=C2)C(F)(F)F)C=CC1Cl